(1R,2R)-1-(2-cyanophenyl)-1-(1-(2-morpholinoethyl)-1H-pyrazol-4-yl)propan C(#N)C1=C(C=CC=C1)[C@@H](CC)C=1C=NN(C1)CCN1CCOCC1